(2-piperazinoethyl)-ethylenediamine N1(CCNCC1)CCNCCN